N-(4-phenylpyridin-3-yl)pyrimidine-4-carboxamide C1(=CC=CC=C1)C1=C(C=NC=C1)NC(=O)C1=NC=NC=C1